N1(CCC[C@H]2CCCC[C@H]12)C([C@@H](CNC)N(CC1=CC=C(C=C1)CC)C1CC1)=O (2R)-1-[(4aR,8aS)-decahydroquinolin-1-yl]-2-{cyclopropyl[(4-ethylphenyl)methyl]amino}-3-(methylamino)propan-1-one